Cl.ClC=1C=CC(=C(CC(C(C)(N)C)N)C1)OCC 1-(5-chloro-2-ethoxybenzyl)-2-methylpropane-1,2-diamine hydrochloride